CC=1C=C(N=NC1N1CC=2C=C(C=NC2CC1)C(F)(F)F)CN [5-Methyl-6-[3-(trifluoromethyl)-7,8-dihydro-5H-1,6-naphthyridin-6-yl]pyridazin-3-yl]methanamine